C1=C(C=CC2=CC=CC=C12)OC(C1=CC=CC=C1)=O beta-naphthylbenzoate